ICC1COCC1 3-(iodomethyl)tetrahydrofuran